5-[1-[3-bromo-1-methyl-5-[1,2,2,2-tetrafluoro-1-(trifluoromethyl)ethyl]pyrrol-2-yl]pyrazol-4-yl]-2-chloro-N-(1-cyanocyclopropyl)-N-ethyl-benzamide BrC1=C(N(C(=C1)C(C(F)(F)F)(C(F)(F)F)F)C)N1N=CC(=C1)C=1C=CC(=C(C(=O)N(CC)C2(CC2)C#N)C1)Cl